FC1=C(C=CC=C1)C1=NC=NC=C1C(=O)O 4-(2-fluorophenyl)pyrimidine-5-carboxylic acid